2-amino-N-cyclopropyl-5-{2-[(1S)-1-cyclopropylethyl]-7-(2-hydroxyprop-2-yl)-1-oxo-2,3-dihydro-1H-isoindol-5-yl}pyrazolo[1,5-a]pyrimidine-3-carboxamide NC1=NN2C(N=C(C=C2)C=2C=C3CN(C(C3=C(C2)C(C)(C)O)=O)[C@@H](C)C2CC2)=C1C(=O)NC1CC1